C(C)(C)N1CC2=CC(=C(C=C2CC1)OC)N 2-isopropyl-6-methoxy-1,2,3,4-tetrahydroisoquinolin-7-amine